C(C1=CC=CC=C1)OCC1=NN(C(N1CC)=O)C1=NC(=C(C(=O)NC2=C(C=CC=C2F)Cl)C=C1F)NC1CCC1 6-(3-((Benzyloxy)methyl)-4-ethyl-5-oxo-4,5-dihydro-1H-1,2,4-triazol-1-yl)-N-(2-chloro-6-fluorophenyl)-2-(cyclobutylamino)-5-fluoronicotinamide